6-bromohexyl hexyl succinate C(CCC(=O)OCCCCCC)(=O)OCCCCCCBr